ethyl 1-(3-methoxyphenyl)-5-amino-1H-pyrazole-4-carboxylate COC=1C=C(C=CC1)N1N=CC(=C1N)C(=O)OCC